5-(4-((2,4-dioxo-3-(trifluoromethyl)-1,2,3,4-tetrahydropyrido[3,2-d]pyrimidin-7-yl)methyl)piperazin-1-yl)-N-methylpyridinecarboxamide O=C1N(C(C2=C(N1)C=C(C=N2)CN2CCN(CC2)C=2C=CC(=NC2)C(=O)NC)=O)C(F)(F)F